4-{2-[(S)-Benzyloxycarbonylamino(4,4-difluorocyclohexyl)methyl]-4-fluoro-1H-benzimidazol-5-yl}-4-(3,3-difluoroazetidine-1-carbonyl)piperidine-1-carboxylic acid tert-butyl ester C(C)(C)(C)OC(=O)N1CCC(CC1)(C(=O)N1CC(C1)(F)F)C1=C(C2=C(NC(=N2)[C@H](C2CCC(CC2)(F)F)NC(=O)OCC2=CC=CC=C2)C=C1)F